vanadium nitrogen Pyrrolo[3,2-c]Pyridine N1C=CC=2C=NC=CC21.[N].[V]